(3Z)-6-(nonoxymethoxy)-3-hexenyl-magnesium bromide C(CCCCCCCC)OCOCC\C=C/CC[Mg]Br